C(C)(C)(C)/[N+](=C/C=1C(=NC2=CC=C(C=C2C1)OC)\C=C\C(=O)OCC)/[O-] (Z)-N-tert-Butyl-1-(2-((E)-3-ethoxy-3-oxoprop-1-en-1-yl)-6-methoxyquinolin-3-yl)methanimine oxide